5-(3-methylenecyclobutyl)-1,2,4-oxadiazol-3-amine C=C1CC(C1)C1=NC(=NO1)N